acrylic acid, o-2-propenylphenyl ester C(C=C)(=O)OC1=C(C=CC=C1)CC=C